ClC=1C(=CC(=NC1)NC(C)=O)OC1CCN(CC1)C N-(5-chloro-4-((1-methylpiperidin-4-yl)oxy)pyridin-2-yl)acetamide